C(C)(C)(C)OC(=O)N(CC(=O)C1C(=O)N(C(C1)=O)O)NC(=O)OC(C)(C)C N-(tert-Butoxycarbonyl)-N-((tert-butoxycarbonyl)amino)glycyl-N-hydroxysuccinimide